9,9'-((6-(4-(9H-carbazol-9-yl)phenyl)-4-(2-(4,6-diphenyl-1,3,5-triazin-2-yl)phenyl)pyridine-2,5-diyl)bis(4,1-phenylene))bis(3-methyl-9H-carbazole) C1=CC=CC=2C3=CC=CC=C3N(C12)C1=CC=C(C=C1)C1=C(C(=CC(=N1)C1=CC=C(C=C1)N1C2=CC=CC=C2C=2C=C(C=CC12)C)C1=C(C=CC=C1)C1=NC(=NC(=N1)C1=CC=CC=C1)C1=CC=CC=C1)C1=CC=C(C=C1)N1C2=CC=CC=C2C=2C=C(C=CC12)C